N-(4-(3-amino-7-(3,3-dimethylbut-1-yn-1-yl)-1H-indazol-5-yl)pyridin-2-yl)-3,5-dimethylisoxazol-4-amine NC1=NNC2=C(C=C(C=C12)C1=CC(=NC=C1)NC=1C(=NOC1C)C)C#CC(C)(C)C